O(C1=CC=CC=C1)C1=CC=C(C=C1)C1=NC(=CC=C1C(=O)N)C1CCN(CC1)C(C=C)=O 2-(4-phenoxyphenyl)-6-(1-prop-2-enoylpiperidin-4-yl)pyridine-3-carboxamid